C1(=CC(=CC=C1)C1=NNC(=C1)C1(N(CCC1)C#N)C)C1=CC=CC=C1 (3-([1,1'-Biphenyl]-3-yl)-1H-pyrazol-5-yl)-2-methylpyrrolidine-1-carbonitrile